N1=C(C=CC=C1)N[C@@H](C)C(=O)O 2-pyridyl-alanine